8-(3,5-dichlorophenyl)-N-(2,3-dihydro-1,4-benzoxazin-4-yl)-4-morpholino-1,6-naphthyridine-3-carboxamide ClC=1C=C(C=C(C1)Cl)C=1C=NC=C2C(=C(C=NC12)C(=O)NN1CCOC2=C1C=CC=C2)N2CCOCC2